methyl (2S)-2-[[(2S)-2-(tert-butoxycarbonylamino)-3-(3-pyridyl)propanoyl]amino]-3-[(3S)-2-oxopyrrolidin-3-yl]propanoate C(C)(C)(C)OC(=O)N[C@H](C(=O)N[C@H](C(=O)OC)C[C@H]1C(NCC1)=O)CC=1C=NC=CC1